ClC1=C(N=C2N(C1=O)C=CC=C2C2=CC=C(C(=O)N(C)CC(F)F)C=C2)C(F)(F)F 4-(3-chloro-4-oxo-2-(trifluoromethyl)-4H-pyrido[1,2-a]pyrimidin-9-yl)-N-(2,2-difluoroethyl)-N-methylbenzamide